OC1=CC2=C(C=N1)N=C(N2C)C(=O)NC2(CCS(CC2)(=O)=O)C 6-Hydroxy-1-methyl-N-(4-methyl-1,1-dioxidotetrahydro-2H-thiopyran-4-yl)-1H-imidazo[4,5-c]pyridine-2-carboxamide